C(C)(C)(C)C1=CC(=C(C=C1Cl)C=1NC2=CC=NC(=C2C(C1)=O)C1=NC=CC=C1)C 2-(4-tert-butyl-5-chloro-2-methyl-phenyl)-5-(2-pyridyl)-1H-1,6-naphthyridin-4-one